N1=CC=C(C=C1)CSCCSCCSCC1=CC=NC=C1 1,9-Bis-(4-pyridyl)-2,5,8-trithianonan